C(C)(C)(C)OC(CN(CCCC(=O)OCC1=CC=CC=C1)C(=O)OCOP(=O)(OC(C)(C)C)OC(C)(C)C)=O benzyl 4-((2-(tert-butoxy)-2-oxoethyl)((((di-tert-butoxyphosphoryl)oxy)methoxy)carbonyl)amino)butanoate